5-(2,4-difluorophenyl)-N-[2-(4-methoxy-2-pyridyl)-2-(1-methylpyrazol-4-yl)propyl]isoxazole-3-carboxamide FC1=C(C=CC(=C1)F)C1=CC(=NO1)C(=O)NCC(C)(C=1C=NN(C1)C)C1=NC=CC(=C1)OC